((2R,4S,5R)-4-azido-5-(phenylmethoxy)tetrahydro-2H-pyran-2-yl)((S)-1-(4-fluorophenyl)-3,4-dihydroisoquinolin-2(1H)-yl)methanone N(=[N+]=[N-])[C@H]1C[C@@H](OC[C@@H]1OCC1=CC=CC=C1)C(=O)N1[C@H](C2=CC=CC=C2CC1)C1=CC=C(C=C1)F